1-(2-bromophenyl)-7-chloroquinazoline-2,4(1H,3H)-dione BrC1=C(C=CC=C1)N1C(NC(C2=CC=C(C=C12)Cl)=O)=O